C1(CCCCC1)CC(C)NCC1=C(C=CC=C1)CS(=O)(=O)NC1CC(C1)C(=O)OC Methyl (1s,3s)-3-(((2-(((1-cyclohexylpropan-2-yl)amino)methyl)phenyl)methyl) sulfonamido)cyclobutane-1-carboxylate